[NH4+].C(CCCCCCCCCCCCCCCCC)(=O)C(C(C)(C)C)(C)C(CCCCCCCCCCCCCCCCC)=O distearoyl-trimethylpropane ammonium